tert-butyl (4-fluoro-3-phenoxybenzoyl)glycinate FC1=C(C=C(C(=O)NCC(=O)OC(C)(C)C)C=C1)OC1=CC=CC=C1